dimethyl (4R,4aR,6aS,6bR,8aS,12aS,12bR,14bS)-2-cyano-4,6a,6b,11,11,14b-hexamethyl-3,13-dioxo-4,4a,5,6,6a,6b,7,8,9,10,11,12,12a,12b,13,14b-hexadecahydropicene-4,8a(3H)-dicarboxylate C(#N)C1=C[C@@]2(C3=CC([C@@H]4[C@@H]5CC(CC[C@@]5(CC[C@]4([C@@]3(CC[C@H]2[C@](C1=O)(C(=O)OC)C)C)C)C(=O)OC)(C)C)=O)C